(E)-1-(2-naphthyl)-1-butanone C1=C(C=CC2=CC=CC=C12)C(CCC)=O